2,4-diphenyl-6-(2-hydroxy-4-[α-ethylhexanoyloxyethyl]phenyl)-1,3,5-triazine C1(=CC=CC=C1)C1=NC(=NC(=N1)C1=CC=CC=C1)C1=C(C=C(C=C1)CCOC(C(=O)CC)CCCC)O